Cl.C(CC)(=O)OC methyl propanoate hydrogen chloride